tert-butyl (E)-(2-((1-chloro-5-cyclopropyl-4-oxo-4,5,6,7-tetrahydro-2H-pyrrolo[3,4-c]pyridin-2-yl)methyl)-3-fluoroallyl)carbamate ClC=1N(C=C2C(N(CCC21)C2CC2)=O)C\C(\CNC(OC(C)(C)C)=O)=C\F